4-(1-(2-((2-(2,6-dioxopiperidin-3-yl)-1-oxoisoindolin-5-yl)oxy)cyclopentyl)azetidin-3-yl)benzonitrile O=C1NC(CCC1N1C(C2=CC=C(C=C2C1)OC1C(CCC1)N1CC(C1)C1=CC=C(C#N)C=C1)=O)=O